CC(=C(C=O)C)C=CC dimethyl-2,4-hexadienal